COC(CC1=NC(=NC=C1)Cl)=O 2-(2-Chloropyrimidin-4-yl)acetic acid methyl ester